N6,N8-dibenzyl-3-isopropyl-[1,2,4]triazolo[4,3-b]pyridazine-6,8-diamine C(C1=CC=CC=C1)NC=1C=C(C=2N(N1)C(=NN2)C(C)C)NCC2=CC=CC=C2